(S)-7-((3S,5R)-4-acryloyl-3,5-dimethylpiperazin-1-yl)-10-(3-chloro-4-fluorophenyl)-3-(methoxymethyl)-9-(trifluoromethyl)-2H-[1,4]thiazino[2,3,4-ij]quinazolin-5(3H)-one C(C=C)(=O)N1[C@H](CN(C[C@H]1C)C1=NC(N2C3=C(C(=C(C=C13)C(F)(F)F)C1=CC(=C(C=C1)F)Cl)SC[C@@H]2COC)=O)C